ethyl 2,2-difluoro-2-(8-hydroxy-1,4-dioxaspiro[4.5]decan-8-yl)acetate FC(C(=O)OCC)(C1(CCC2(OCCO2)CC1)O)F